BrC=1C=C(C(=NC1)C(=O)N)CCl 5-bromo-3-chloromethylpyridineamide